1-[(1s)-carboxy-2-(methylsulfinyl)ethyl]-(3r)-[(5s)-5-amino-5-carboxypentanamido]-(4r)-sulfanylazetidin-2-one C[S@](=O)C[C@@H](C(=O)O)N1[C@@H]([C@H](C1=O)NC(=O)CCC[C@@H](C(=O)O)N)S